C(C)N(C1=CC=C(NC2=CC=CC(=N2)S(=O)(=O)NC(=O)C=2C(=NC=CC2)N2C(CC(C2)C)(C)C)C=C1)CC N-[[6-[4-(Diethylamino)anilino]-2-pyridyl]sulfonyl]-2-(2,2,4-trimethylpyrrolidin-1-yl)pyridin-3-carboxamid